N-isonicotinyl-O-(3-(2-(5,6,7,8-tetrahydro-1,8-naphthyridin-2-yl)ethyl)cyclobutyl)homoserine C(C1=CC=NC=C1)N[C@@H](CCOC1CC(C1)CCC1=NC=2NCCCC2C=C1)C(=O)O